4-(6,7-dimethoxyquinazolin-4-yl)-1,4-diazepan-1-ylethan-1-en-1-ylamine COC=1C=C2C(=NC=NC2=CC1OC)N1CCN(CCC1)C=CN